silalysine N[Si@@H](CCCCN)C(=O)O